N-(2-(3-chlorophenyl)propan-2-yl)-2-(1-methyl-pyrrolidin-2-yl)acetamide ClC=1C=C(C=CC1)C(C)(C)NC(CC1N(CCC1)C)=O